[NH+]12CCC(CC1)CC2 1-azabicyclo[2.2.2]octanium